FC1=C(/C=C/C2CN(C2)C(=O)N2C[C@@H]3[C@@H](OCC(N3)=O)CC2)C(=CC=C1)C(F)(F)F (4aR,8aS)-6-(3-((E)-2-Fluoro-6-(trifluoromethyl)styryl)azetidine-1-carbonyl)hexahydro-2H-pyrido[4,3-b][1,4]oxazin-3(4H)-one